BrCC1=CC(=CC=C1)CBr 1,3-Bis(bromomethyl)benzene